4-(3-ethyl-4-propenoylpiperazin-1-yl)-5-(3-fluoro-4-((4-methylpyrimidin-2-yl)oxy)phenyl)-N-(1-methyl-1H-pyrazol-4-yl)pyrimidin-2-amine C(C)C1CN(CCN1C(C=C)=O)C1=NC(=NC=C1C1=CC(=C(C=C1)OC1=NC=CC(=N1)C)F)NC=1C=NN(C1)C